8-(1,1-Difluoro-2,3-dihydro-1H-inden-4-yl)-9-(4-((1-(3-fluoropropyl)azetidin-3-yliden)methyl)phenyl)-6,7-dihydro-5H-benzo[7]annulen FC1(CCC2=C(C=CC=C12)C=1CCCC2=C(C1C1=CC=C(C=C1)C=C1CN(C1)CCCF)C=CC=C2)F